ClC1=C(C=C(C=C1)C1=NN(C(=N1)CC(=O)N[C@@H]1C[C@H](C2=CC=CC=C12)O)CC)F 2-[3-(4-chloro-3-fluorophenyl)-1-ethyl-1H-1,2,4-triazol-5-yl]-N-[(1R,3R)-3-hydroxy-2,3-dihydro-1H-inden-1-yl]acetamide